BrC1=CC(=CC=2NC(=NC21)C2=CC(=CN2)C(=O)C=2C(=NC=CC2)C(F)(F)F)C2CC2 (5-(4-bromo-6-cyclopropyl-1H-benzo[d]imidazol-2-yl)-1H-pyrrol-3-yl)(2-(trifluoromethyl)pyridin-3-yl)methanone